N1CC(CC1)C(O)N1CCN(CC1)C1=CC=NC2=CC=CC=C12 Pyrrolidin-3-yl(4-(quinolin-4-yl)piperazin-1-yl)methanol